ClC=1C=CC=2N=CN=C(C2N1)N1CC(C1)C(=O)NC (6-Chloropyrido[3,2-d]pyrimidin-4-yl)-N-methylazetidine-3-carboxamide